(E)-1-(4-isopropylphenyl)-4-phenyl-1-penten-3-one C(C)(C)C1=CC=C(C=C1)\C=C\C(C(C)C1=CC=CC=C1)=O